N1=C(C=CC=C1)C1=C2CCN(C2=CC=C1)C(=O)[C@H]1N(CCC1)C#N (S)-2-(4-(pyridin-2-yl)indoline-1-carbonyl)pyrrolidine-1-carbonitrile